(RS)-N-(7-oxo-5,6,7,8-tetrahydro-1,8-naphthyridin-3-yl)-1,2,3,4-tetrahydronaphthyridine-1-carboxamide O=C1CCC=2C=C(C=NC2N1)NC(=O)N1CCCC2=CC=CN=C12